NC=1C2=C(N=CN1)N(C=C2C2=C(C=C(C=C2)NC(CC2=CC(=CC=C2)F)=O)C)C N-(4-(4-amino-7-methyl-7H-pyrrolo[2,3-d]pyrimidin-5-yl)-3-methylphenyl)-2-(3-fluorophenyl)acetamide